COC(=O)C1=NC=CC=C1C1=C(C=CC=C1)OC 3-(2-methoxyphenyl)pyridine-2-carboxylic acid methyl ester